CN(CCC1(C(C=C(C(=C1)OC)NC1=NC=CC(=N1)N1C=C(C2=CC=CC=C12)C)[N+](=O)[O-])NC)C 1-(2-(dimethylamino)ethyl)-5-methoxy-N1-methyl-N4-(4-(3-methyl-1H-indol-1-yl)pyrimidin-2-yl)-2-nitrobenzene-1,4-diamine